ClCCCCCCOCCOCCNC(C=COCCOCCOCCNC(COCC1COC=2C(O1)=CSC2)=O)=O N-(2-(2-((6-chlorohexyl)oxy)ethoxy)ethyl)-3-((1-(2,3-dihydrothieno[3,4-b][1,4]dioxin-2-yl)-4-oxo-2,8,11-trioxa-5-azatridecan-13-yl)oxy)propenamide